[(3aR,4R,6R,6aR)-4-(2-chloro-6-spiro[azetidine-3,1'-indane]-1-yl-purin-9-yl)-2,2-dimethyl-3a,4,6,6a-tetrahydrofuro[3,4-d][1,3]dioxol-6-yl]methanol ClC1=NC(=C2N=CN(C2=N1)[C@@H]1O[C@@H]([C@H]2OC(O[C@H]21)(C)C)CO)N2CC1(CCC3=CC=CC=C13)C2